di-n-octadecyl 3,5-di-tert-butyl-4-hydroxy-benzyl-phosphonate C(C)(C)(C)C=1C=C(CP(OCCCCCCCCCCCCCCCCCC)(OCCCCCCCCCCCCCCCCCC)=O)C=C(C1O)C(C)(C)C